6,7-dichloro-4-(1H-1,2,4-triazol-1-yl)quinolin-2-ol ClC=1C=C2C(=CC(=NC2=CC1Cl)O)N1N=CN=C1